NC(CCN1CC2=CC(=CC=C2[C@H](C1)C)NC(=O)C=1C=NC=C(C1)CC(F)(F)F)=O N-[(4R)-2-(3-amino-3-oxo-propyl)-4-methyl-3,4-dihydro-1H-isoquinolin-7-yl]-5-(2,2,2-trifluoroethyl)pyridine-3-carboxamide